(2R)-2-Methyl-4-(3-methyl-2-oxo-1,3-benzoxazol-6-yl)-N-(2-phenylethyl)piperidine-1-carboxamide C[C@H]1N(CCC(C1)C1=CC2=C(N(C(O2)=O)C)C=C1)C(=O)NCCC1=CC=CC=C1